C(C)(C)(C)O[Si](OC1=CC=CC=C1)OC1=CC=CC=C1 (t-butoxy)diphenoxysilicon